ClC=1C(=CC2=C(NC(=N2)O[C@@H]2CO[C@H]3[C@@H]2OC[C@H]3O)C1)C1=CC=C(C=C1)C1=CC=C(C=C1)CN1CCNCC1 (3r,3ar,6r,6ar)-6-((6-chloro-5-(4'-(piperazin-1-ylmethyl)-[1,1'-biphenyl]-4-yl)-1H-benzo[d]imidazol-2-yl)oxy)hexahydrofuro[3,2-b]furan-3-ol